6-chloro-7-methoxy-2-methyl-3-(4-(4-(trifluoromethoxy)phenoxy) phenyl)quinolin-4-yl propyl carbonate C(OC1=C(C(=NC2=CC(=C(C=C12)Cl)OC)C)C1=CC=C(C=C1)OC1=CC=C(C=C1)OC(F)(F)F)(OCCC)=O